(trans)-3-((2-((4-bromo-3-(((tert-butyldimethylsilyl)oxy)methyl)-5-chlorophenyl)amino)-5-(trifluoromethyl)pyrimidin-4-yl)amino)tetrahydro-2H-pyran-4-carbonitrile BrC1=C(C=C(C=C1Cl)NC1=NC=C(C(=N1)N[C@@H]1COCC[C@H]1C#N)C(F)(F)F)CO[Si](C)(C)C(C)(C)C